ClC1=C(C#N)C=CC(=C1)N1CC2(C[C@H]1C)CCN(CC2)C2=C(C=C(C=C2)C(=O)N2CCC(CC2)CN2CCN(CC2)C2=CC(=CC=C2)NC2C(NC(CC2)=O)=O)F 2-Chloro-4-((3R)-8-(4-(4-((4-(3-((2,6-dioxopiperidin-3-yl)amino)phenyl)piperazin-1-yl)methyl)piperidine-1-carbonyl)-2-fluorophenyl)-3-methyl-2,8-diazaspiro[4.5]decan-2-yl)benzonitrile